FC=1C=C(C(NO)=N)C=CC1C(F)(F)F 3-Fluoro-N-hydroxy-4-(trifluoromethyl)benzimidamide